C(C=C)(=O)OCCOC1=CC=C(C(=O)C2=CC=C(C=C2)OC)C=C1 4-acryloyloxyethoxy-4'-methoxybenzophenone